CC(C=O)CC(CC=C(C)C)(CC=C(C)C)C 2,4,7-trimethyl-4-(3-methylbut-2-en-1-yl)oct-6-enal